6-[2-(2,6-dioxo-3-piperidinyl)-1,3-dioxo-isoindolin-5-yl]-2,6-diazaspiro[3.3]heptane-2-carboxylic acid tert-butyl ester C(C)(C)(C)OC(=O)N1CC2(C1)CN(C2)C=2C=C1C(N(C(C1=CC2)=O)C2C(NC(CC2)=O)=O)=O